1-(2-chloroethyl)imidazolidin-2-one ClCCN1C(NCC1)=O